Di-tert-butyl (2-((4-(2-((2,6-dimethylpyrimidin-4-yl)amino)pyrazolo[1,5-a]pyridin-5-yl)-6-methylpyridin-3-yl)oxy)propane-1,3-diyl)dicarbamate CC1=NC(=CC(=N1)NC1=NN2C(C=C(C=C2)C2=C(C=NC(=C2)C)OC(CNC(OC(C)(C)C)=O)CNC(OC(C)(C)C)=O)=C1)C